C12COCC2C1C=1N=C2N(C=C(C(=C2)OC)C(=O)NC2=NC(=CC=C2)C(F)(F)F)C1 2-(3-oxabicyclo[3.1.0]hexan-6-yl)-7-methoxy-N-(6-(trifluoromethyl)pyridin-2-yl)imidazo[1,2-a]pyridine-6-carboxamide